3,3-dimethylolpentanediol C(O)C(CC(O)O)(CC)CO